C(C)(C)(C)OC(NCCN(C)CC(C)(C)O)=O N-{2-[(2-hydroxy-2-methylpropyl)(methyl)amino]ethyl}carbamic acid tert-butyl ester